6-[[4-[[(1S)-2-hydroxy-1-phenyl-ethyl]amino]-5-(5-methyl-1,2,4-oxadiazol-3-yl)pyrimidin-2-yl]amino]-1,1-dioxo-3,4-dihydro-2H-thiochromen-4-ol OC[C@H](C1=CC=CC=C1)NC1=NC(=NC=C1C1=NOC(=N1)C)NC=1C=C2C(CCS(C2=CC1)(=O)=O)O